tributylamine methanesulfinate CS(=O)O.C(CCC)N(CCCC)CCCC